C(C)C1=CC=2C(C=3CC[C@H](CC3OC2C=C1O)C)(C)C (6R)-2-Ethyl-6,9,9-trimethyl-5,6,7,8-tetrahydroxanthen-3-ol